4-(2-(3,3-difluorocyclobutane-1-carbonyl)-5-methyl-1H-pyrrol-1-yl)benzonitrile FC1(CC(C1)C(=O)C=1N(C(=CC1)C)C1=CC=C(C#N)C=C1)F